OCCOC1=C(C=C(C=C1C1=CC=CC2=CC=CC=C12)S(=O)(=O)C1=CC(=C(OCCO)C(=C1)C1=CC=CC2=CC=CC=C12)C1=CC=CC2=CC=CC=C12)C1=CC=CC2=CC=CC=C12 2-[4-[4-(2-hydroxyethoxy)-3,5-di(naphthalene-1-yl)phenyl]sulfonyl-2,6-di(naphthalene-1-yl)phenoxy]ethanol